C1(CCCC1)OC cyclopentylmethylether